(E)-3-(2-((4-(2-(4-chloro-2-fluorophenyl)-2-methylbenzo[d][1,3]dioxol-4-yl)piperidin-1-yl)methyl)-1-(((R)-tetrahydrofuran-3-yl)methyl)-1H-imidazol-5-yl)acrylic acid ClC1=CC(=C(C=C1)C1(OC2=C(O1)C=CC=C2C2CCN(CC2)CC=2N(C(=CN2)/C=C/C(=O)O)C[C@@H]2COCC2)C)F